1-(2-(pyridin-3-yl)ethyl)-1H-indazol-3-amine N1=CC(=CC=C1)CCN1N=C(C2=CC=CC=C12)N